N-(4-((6S,8R)-7-((1-fluorocyclopropyl)methyl)-8-methyl-6,7,8,9-tetrahydro-3H-pyrazolo[4,3-f]isoquinolin-6-yl)-3-methoxyphenyl)-1-(3,3,3-trifluoropropyl)azetidin-3-amine FC1(CC1)CN1[C@@H](C2=CC=C3C(=C2C[C@H]1C)C=NN3)C3=C(C=C(C=C3)NC3CN(C3)CCC(F)(F)F)OC